5-{2-acetamidoimidazo[1,2-b]pyridazin-6-yl}-2-methoxy-N-{[2-(1H-pyrrol-1-yl)phenyl]methyl}pyridine-3-carboxamide C(C)(=O)NC=1N=C2N(N=C(C=C2)C=2C=C(C(=NC2)OC)C(=O)NCC2=C(C=CC=C2)N2C=CC=C2)C1